3-(methylsulfonyl)-1-(5-((4-(trifluoromethyl)phenyl)amino)-3,4-dihydroisoquinolin-2(1H)-yl)propan-1-one CS(=O)(=O)CCC(=O)N1CC2=CC=CC(=C2CC1)NC1=CC=C(C=C1)C(F)(F)F